C(C)C1(COC1)COCCCCOCC1(COC1)CC 1,2-bis[(3-ethyl-3-oxetanyl)methoxymethyl]ethane